B#N boron nitride